ClC1=NC=2N(C(=C1)N1CCC(CC1)(C(=O)N)OC(C)C)N=C(C2C2=CC=C(C=C2)Cl)C2=C(C=CC=C2)Cl 1-[5-chloro-2-(2-chlorophenyl)-3-(4-chlorophenyl)pyrazolo[1,5-a]pyrimidin-7-yl]-4-isopropoxy-piperidine-4-carboxamide